ClC=1C=C(C=CC1)C1=CNC=2N=C(N=C(C21)N2CCOCC2)CC(C=C)=O 1-(5-(3-chlorophenyl)-4-morpholino-7H-pyrrolo[2,3-d]pyrimidin-2-yl)but-3-en-2-one